N-(5-((2R,5R)-4-((tert-butyldimethylsilyl)oxy)-5-(((tert-butyldimethylsilyl)oxy)methyl)-2,5-dihydrofuran-2-yl)-6-oxo-1,6-dihydropyrimidin-2-yl)acetamide [Si](C)(C)(C(C)(C)C)OC1=C[C@@H](O[C@@H]1CO[Si](C)(C)C(C)(C)C)C1=CN=C(NC1=O)NC(C)=O